COC(=O)C=1C=CC2=C(N(C(=N2)CN2CCN(CC2)C(=O)C2OC(OC2)(C)C2=C(C=C(C=C2)Cl)F)C[C@H]2OCC2)C1 2-((4-(2-(4-chloro-2-fluorophenyl)-2-methyl-1,3-dioxolan-4-carbonyl)piperazin-1-yl)methyl)-1-(((S)-oxetan-2-yl)methyl)-1H-benzo[d]imidazole-6-carboxylic acid methyl ester